(R)-N-(6-cyclopropylpyridin-3-yl)piperidine-2-carboxamide C1(CC1)C1=CC=C(C=N1)NC(=O)[C@@H]1NCCCC1